Cl.C[C@@]1(CNOC1)O (S)-4-methylisoxazolidine-4-ol hydrochloride